3-bromo-9-(4-(2-(2-ethoxyethoxy)ethoxy)phenyl)-9H-carbazole BrC=1C=CC=2N(C3=CC=CC=C3C2C1)C1=CC=C(C=C1)OCCOCCOCC